CC1=C(SC(=C1)C)NC(NS(N(C1CN(CCC1)C)C=1C=NN(C1)C)(=O)=O)=O 3-(3,5-Dimethylthiophene-2-yl)-1-[(1-methyl-1H-pyrazol-4-yl)(1-methylpiperidin-3-yl)sulfamoyl]urea